1H-PYRAZOLE-3-BORONIC ACID N1N=C(C=C1)B(O)O